CC([C@@H](C(=O)N1[C@@H](CCC1)C(NC1=CC2=CC=CC=C2C=C1)=O)NC(=O)C=1NC2=CC=C(C=C2C1)C(F)(F)P(O)(O)=O)(C)C ((2-(((S)-3,3-dimethyl-1-((S)-2-(naphthalen-2-ylcarbamoyl)pyrrolidin-1-yl)-1-oxobutan-2-yl)carbamoyl)-1H-indol-5-yl)difluoromethyl)phosphonic acid